FC=1C=C(C=C(C1)F)NC(C)C=1C=C(C=C2C(C=C(OC12)N1CCOCC1)=O)C(=O)N1C[C@@H](CC1)N(C)C 8-(1-((3,5-difluorophenyl)amino)ethyl)-6-((R)-3-(dimethylamino)pyrrolidine-1-carbonyl)-2-morpholino-4H-chromen-4-one